(S)-2-(2,6-dichlorobenzoylamino)-3-(5-(4-fluoro-2-methoxy-5-methylphenyl)quinolin-8-yl)propionic acid ClC1=C(C(=O)N[C@H](C(=O)O)CC=2C=CC(=C3C=CC=NC23)C2=C(C=C(C(=C2)C)F)OC)C(=CC=C1)Cl